(S)-N-((S)-1-(5-(6-Cyclopropylpyridin-3-yl)-1H-imidazol-2-yl)-7-oxononyl)-6-methyl-6-azaspiro[2.5]octan-1-carboxamid C1(CC1)C1=CC=C(C=N1)C1=CN=C(N1)[C@H](CCCCCC(CC)=O)NC(=O)[C@H]1CC12CCN(CC2)C